1-(6-cyclopropyl-2-((2-fluoro-5-nitrophenoxy)methyl)imidazo[1,2-a]pyridin-8-yl)-3-methylimidazolidine-2,4-dione C1(CC1)C=1C=C(C=2N(C1)C=C(N2)COC2=C(C=CC(=C2)[N+](=O)[O-])F)N2C(N(C(C2)=O)C)=O